NC[C@@H](O[C@@H]([C@H](C(=O)O)C)CCCCCC)C (2r,3r)-3-[(1S)-2-amino-1-methyl-ethoxy]-2-methyl-nonanoic acid